N-cyclohexyl-2-pyrrolid C1(CCCCC1)N1[C-]=CC=C1